lithium aminoamide N[NH-].[Li+]